1-(4-(3,3-Dimethylureido)phenyl)-N-(3-ethylphenyl)-3-methyl-5-oxo-4,5-dihydro-1H-pyrazole-4-carboxamide CN(C(NC1=CC=C(C=C1)N1N=C(C(C1=O)C(=O)NC1=CC(=CC=C1)CC)C)=O)C